4-bromo-1-methoxy-2-methyl-1,2,3,5,6,7-hexahydro-s-indacene BrC1=C2CC(C(C2=CC=2CCCC12)OC)C